4-(5-(3,5-dichlorophenyl)-5-(trifluoromethyl)-4,5-dihydroisoxazol-3-yl)-N'-(2-methylbenzoyl)-2-methylbenzoyl-hydrazine ClC=1C=C(C=C(C1)Cl)C1(CC(=NO1)C1=CC(=C(C(=O)NNC(C2=C(C=CC=C2)C)=O)C=C1)C)C(F)(F)F